FC1(CC(C1)N1C(=NC2=NC=C(C=C21)C=2C=CN1N=C(N=CC12)NCC(C(F)(F)F)(C)C)C)F 5-(1-(3,3-difluorocyclobutyl)-2-methyl-1H-imidazo[4,5-b]pyridin-6-yl)-N-(3,3,3-trifluoro-2,2-dimethylpropyl)pyrrolo[2,1-f][1,2,4]triazin-2-amine